(2S)-3-(5-bromo-2-fluorophenyl)-2-(9H-fluoren-9-yl-methoxycarbonyl-amino)propanoic acid BrC=1C=CC(=C(C1)C[C@@H](C(=O)O)N(C(=O)OC)C1C2=CC=CC=C2C=2C=CC=CC12)F